C1(=CC=CC=C1)[C@H]1N(OCC1)C(=O)NC1=CC(=CC=C1)B1OC(C(O1)(C)C)(C)C (S)-3-phenyl-N-(3-(4,4,5,5-tetramethyl-1,3,2-dioxaborolan-2-yl)phenyl)isoxazolidine-2-carboxamide